N1=CN=CC=2CNC(C3=C(C21)C=CC=C3)=O 5,6-dihydro-7H-pyrimido[5,4-d][2]benzazepin-7-one